hydroxytetracosanoic acid OC(C(=O)O)CCCCCCCCCCCCCCCCCCCCCC